C1(CC2C(CC1)O2)C[Si](OC)(OC)OC (3,4-epoxycyclohexyl)methyltrimethoxysilane